nortryptophan N[C@@H](C1=CNC2=CC=CC=C12)C(=O)O